3-methyl-3-(2-((phenylmethyl)sulfonamido)-4-(4-(4-((6-(trifluoromethyl)pyridazin-3-yl)oxy)phenyl)piperidine-1-carbonyl)phenoxy)azetidin-1-ium 2,2,2-trifluoroacetate FC(C(=O)[O-])(F)F.CC1(C[NH2+]C1)OC1=C(C=C(C=C1)C(=O)N1CCC(CC1)C1=CC=C(C=C1)OC=1N=NC(=CC1)C(F)(F)F)NS(=O)(=O)CC1=CC=CC=C1